FC(=C1CCN(CC1)C([C@@H]([C@@H](C)C1=CC(=C(C=C1)[N+](=O)[O-])F)NC(C(F)(F)F)=O)=O)F N-((2R,3S)-1-(4-(difluoromethylene)piperidin-1-yl)-3-(3-fluoro-4-nitrophenyl)-1-oxobutan-2-yl)-2,2,2-trifluoroacetamide